tert-butyl N-[(S)-(6-{[dimethyl(oxo)-λ6-sulfanylidene]amino}-7-fluoro-1-[2-(trimethylsilyl)ethoxymethyl]benzimidazol-2-yl)(4-methylcyclohexyl)-methyl]carbamate CS(=O)(C)=NC=1C=CC2=C(N(C(=N2)[C@@H](NC(OC(C)(C)C)=O)C2CCC(CC2)C)COCC[Si](C)(C)C)C1F